7-(4-amino-2,6-dichloro-phenoxy)-1,3,4,5-tetrahydro-1-benzazepin-2-one NC1=CC(=C(OC=2C=CC3=C(CCCC(N3)=O)C2)C(=C1)Cl)Cl